ClC1=C(C=CC=C1)C1=C(C=CC(=C1)C1CCC1)S(=O)(=O)N1CCC(CC1)(C(=O)N[C@H](C)\C=C/S(=O)(=O)C)F (R,Z)-1-((2'-chloro-5-cyclobutyl-[1,1'-biphenyl]-2-yl)sulfonyl)-4-fluoro-N-(4-(methylsulfonyl)but-3-en-2-yl)piperidine-4-carboxamide